(2R,4R)-N2-(5-((+)-1-amino-1-(3-cyanophenyl)-3-cyclopropylpropyl)-2-fluorophenyl)-N1-(4-cyanophenyl)-4-methoxypyrrolidine-1,2-dicarboxamide NC(CCC1CC1)(C1=CC(=CC=C1)C#N)C=1C=CC(=C(C1)NC(=O)[C@@H]1N(C[C@@H](C1)OC)C(=O)NC1=CC=C(C=C1)C#N)F